Cl.COC=1C=C(C=C(C1OC)OC)N1C=NC(=C1)N 1-(3,4,5-trimethoxyphenyl)-1H-imidazole-4-amine hydrochloride